[Br-].C(OC1=CC=C(C=C1)[N+](=O)[O-])([O-])=O 4-nitrophenyl carbonate bromide